COC(C1=CC=C(C=C1)CCN1N=C2C=CC=C(C2=C1)Br)=O 4-(2-(4-bromo-2H-indazol-2-yl)ethyl)benzoic acid methyl ester